3-[(2,3-dihydrothieno[3,4-b]-[1,4]dioxin-2-yl)methoxy]-1-propyl-1-propanesulfonic acid di-n-octylamine salt C(CCCCCCC)NCCCCCCCC.O1C=2C(OCC1COCCC(S(=O)(=O)O)CCC)=CSC2